N1(N=NC=C1)C1=CC=C(COC2=CC=CC(=N2)C2=C(C(=C(CC3=NC4=C(N3CCOC)C=C(C=C4F)C(=O)O)C(=C2)F)F)F)C=C1 2-(4-(6-((4-(1H-1,2,3-triazol-1-yl)benzyl)oxy)pyridin-2-yl)-2,3,6-trifluorobenzyl)-4-fluoro-1-(2-methoxyethyl)-1H-benzo[d]imidazole-6-carboxylic acid